N-(6-methoxy-1,2,3,4-tetrahydroisoquinolin-7-yl)-7-{3-[(piperidin-1-yl)sulfonyl]phenyl}quinazoline-2-amine COC=1C=C2CCNCC2=CC1NC1=NC2=CC(=CC=C2C=N1)C1=CC(=CC=C1)S(=O)(=O)N1CCCCC1